C(C)(CC)NC1=CC=C(C=C1)N sec-butyl-p-phenylenediamine